FC1=C(C(=C(C(=C1F)OC)F)F)[B-](C1=C(C(=C(C(=C1F)F)OC)F)F)(C1=C(C(=C(C(=C1F)F)OC)F)F)C1=C(C(=C(C(=C1F)F)OC)F)F.C1(=CC=CC=C1)[S+](C1=CC=C(C=C1)F)C1=CC=C(C=C1)F Phenylbis(4-fluorophenyl)sulfonium tetrakis(2,3,5,6-tetrafluoro-4-methoxyphenyl)borate